3-((5-(PYRIDIN-2-YL)-4H-1,2,4-TRIAZOL-3-YL)METHYL)BENZO[D]THIAZOL-2(3H)-ONE N1=C(C=CC=C1)C=1NC(=NN1)CN1C(SC2=C1C=CC=C2)=O